COC(=O)C1=C(C=C2CCN(CC2=C1)C(=O)OC(C)(C)C)OS(=O)(=O)C(C(C(C(F)(F)F)(F)F)(F)F)(F)F 6-[(nonafluorobutanesulfonyl)oxy]-1,2,3,4-tetrahydroisoquinoline-2,7-dicarboxylic acid 2-tert-butyl 7-methyl ester